3-(4-Fluorophenyl)-1-[4-(1-hydroxyhexoxy)phenyl]prop-2-en-1-one FC1=CC=C(C=C1)C=CC(=O)C1=CC=C(C=C1)OC(CCCCC)O